C1(CC1)C(C=CS(=O)(=O)C)NC(=O)C=1C(=NC(=NC1)N1CC(C1)(F)F)OC1=CC=CC=C1 N-(1-cyclopropyl-3-(methylsulfonyl)allyl)-2-(3,3-difluoroazetidin-1-yl)-4-phenoxypyrimidine-5-carboxamide